tert-Butyl N-[4-[[3-(methanesulfonamido)-7-morpholino-1,6-naphthyridin-5-yl]oxy]cyclohexyl]carbamate CS(=O)(=O)NC=1C=NC2=CC(=NC(=C2C1)OC1CCC(CC1)NC(OC(C)(C)C)=O)N1CCOCC1